3-{[2-(methylsulfonyl)hydrazinyl]carbonyl}-1-[2-OXO-2-(thiophen-2-yl)ethyl]pyridinium di-tert-butyl-1,4-dihydro-2,6-dimethyl-3,5-pyridinedicarboxylate C(C)(C)(C)OC(=O)C1=C(NC(=C(C1)C(=O)OC(C)(C)C)C)C.CS(=O)(=O)NNC(=O)C=1C=[N+](C=CC1)CC(C=1SC=CC1)=O